(1R,2R)-2-((3-((1-(4-chlorophenyl)-2-(5-fluoro-6-(trifluoromethoxy)indol-1-yl)-2-oxoethyl)amino)-5-methoxyphenoxy)methyl)-cyclopropanecarboxylic acid ClC1=CC=C(C=C1)C(C(=O)N1C=CC2=CC(=C(C=C12)OC(F)(F)F)F)NC=1C=C(OC[C@H]2[C@@H](C2)C(=O)O)C=C(C1)OC